1-propyl-3-methylimidazole bromide salt [Br-].C(CC)N1CN(C=C1)C